(R)-1-(4-(4-(1-(pent-3-yl)-1H-pyrazol-4-yl)pyrazolo[1,5-a]pyrazin-6-yl)-1H-pyrazol-1-yl)propan-2-ol CCC(CC)N1N=CC(=C1)C=1C=2N(C=C(N1)C=1C=NN(C1)C[C@@H](C)O)N=CC2